C1(CC1)N1C(N(C(C1=O)C(C)C)C=1N=C2N(CCOC3=C2C=CC(=C3)N3[C@@H](CC(C3)=O)C(=O)N)C1C)=O (2S)-1-(2-(3-cyclopropyl-5-isopropyl-2,4-dioxoimidazolidin-1-yl)-3-methyl-5,6-dihydrobenzo[f]imidazo[1,2-d][1,4]oxazepin-9-yl)-4-oxopyrrolidine-2-carboxamide